C1=C(NC(=O)NC1=O)C(=O)[O-].[Na+] The molecule is an organic sodium salt comprising equal numbers of sodium and orotate ions. It has a role as a Saccharomyces cerevisiae metabolite, a human metabolite and a mouse metabolite. It contains an orotate.